Cl.NCCCP(O)(=O)CC (3-Aminopropyl)ethylphosphinic acid hydrochloride